NC=1C(N=CN(C1C)C=1C=C2C=C(N=CC2=C(C1F)N)NC1=NN2CC=3N(CCC2=C1)C=CN3)=O 5-amino-1-(8-amino-3-((5,6-dihydro-11H-imidazo[1,2-a]pyrazolo[1,5-d][1,4]diazepin-8-yl)amino)-7-fluoroisoquinolin-6-yl)-6-methylpyrimidin-4(1H)-one